OC=1C=C(C=CC1O)C=1C=C2C(=NC1)NN=C2C=2C=C(C=CC2)NC(C)=O N-(3-(5-(3,4-dihydroxyphenyl)-1H-pyrazolo[3,4-b]pyridin-3-yl)phenyl)acetamide